4-(3-(4-(1-((1H-pyrazol-4-yl)methyl)-1,2,3,6-tetrahydropyridin-4-yl)-1H-imidazol-2-yl)-7-fluoro-1H-indazol-6-yl)-3-ethylphenol N1N=CC(=C1)CN1CCC(=CC1)C=1N=C(NC1)C1=NNC2=C(C(=CC=C12)C1=C(C=C(C=C1)O)CC)F